(1r,3r)-3-(3-(6-((3,3-difluoroazepan-1-yl)methyl)-1-oxo-4-(trifluoromethyl)isoindolin-2-yl)phenyl)-3-((4-methyl-4H-1,2,4-triazol-3-yl)methyl)cyclobutane-1-carbonitrile FC1(CN(CCCC1)CC1=CC(=C2CN(C(C2=C1)=O)C=1C=C(C=CC1)C1(CC(C1)C#N)CC1=NN=CN1C)C(F)(F)F)F